C1NCC2C1C=CC2 1,2,3,3a,4,6a-hexahydrocyclopenta[c]pyrrole